tert-butyl (3-(4-((1S,4R,Z)-9-amino-4-((4-hydroxybenzyl)carbamoyl)-1-(isoindolin-2-yl)-2,11,16-trioxo-3,8,10,12,15-pentaazaoctadec-9-en-1-yl)phenoxy)propyl)carbamate N/C(/NCCC[C@@H](NC([C@@H](N1CC2=CC=CC=C2C1)C1=CC=C(OCCCNC(OC(C)(C)C)=O)C=C1)=O)C(NCC1=CC=C(C=C1)O)=O)=N/C(NCCNC(CC)=O)=O